3-Bromo-4-(2-(p-toluenesulfonyloxy)ethoxy)pyrrolidine-1-carboxylic acid tert-butyl ester C(C)(C)(C)OC(=O)N1CC(C(C1)OCCOS(=O)(=O)C1=CC=C(C)C=C1)Br